BrC1=CC=C2C=3C(C4=C(C(C3NC2=C1)(C)C)C=C(C(=C4)CC)N4CCN(CC4)C4CC4)=O 3-bromo-8-(4-cyclopropylpiperazin-1-yl)-9-ethyl-6,6-dimethyl-5,6-dihydro-11H-benzo[b]Carbazol-11-one